tris[4,4'-bis(2-(4-pyridyl)ethyl)-2,2'-bipyridyl] iron (II) [Fe+2].N1=CC=C(C=C1)CCC1=CC(=NC=C1)C1=NC=CC(=C1)CCC1=CC=NC=C1.N1=CC=C(C=C1)CCC1=CC(=NC=C1)C1=NC=CC(=C1)CCC1=CC=NC=C1.N1=CC=C(C=C1)CCC1=CC(=NC=C1)C1=NC=CC(=C1)CCC1=CC=NC=C1